(S)-1-(3-(3-methoxy-4-nitrophenoxy)propyl)-2-methylpyrrolidine COC=1C=C(OCCCN2[C@H](CCC2)C)C=CC1[N+](=O)[O-]